COC1=CC=C(CN2N=C(C3=CC=CC=C3C2=O)CN(CCC(=O)O)C)C=C1 3-(((3-(4-methoxybenzyl)-4-oxo-3,4-dihydrophthalazin-1-yl)methyl)(methyl)amino)propanoic acid